(R,E)-N-(4-((3-Chloro-4-(pyridin-2-ylmethoxy)phenyl)amino)-5-methoxyquinazoline-6-yl)-3-(1-cyclobutylpyrrolidin-2-yl)acrylamide ClC=1C=C(C=CC1OCC1=NC=CC=C1)NC1=NC=NC2=CC=C(C(=C12)OC)NC(\C=C\[C@@H]1N(CCC1)C1CCC1)=O